5-Ethyl-8-methoxy-1,2,3,3a,4,5-hexahydropyrrolo(1,2-a)quinoxaline C(C)N1CC2N(C3=CC(=CC=C13)OC)CCC2